CN(CCCC(=O)C1=CC=CC=C1)C 4-(dimethylamino)-1-phenylbutan-1-one